N-(2-((1-(2-(((1H-pyrrolo[3,2-c]pyridin-2-yl)methyl)amino)-2-oxoethyl)-6-oxo-2-phenyl-1,6-dihydropyrimidin-5-yl)amino)ethyl)-4-phenoxybenzamide N1C(=CC=2C=NC=CC21)CNC(CN2C(=NC=C(C2=O)NCCNC(C2=CC=C(C=C2)OC2=CC=CC=C2)=O)C2=CC=CC=C2)=O